FC(C=1C=C(C=C(C1)C(F)(F)F)C1=NN(C=N1)\C=C/C(=O)NN1C(C2CCCCC2C1)=O)(F)F (Z)-3-(3-(3,5-bis(trifluoromethyl)phenyl)-1H-1,2,4-triazol-1-yl)-N-(1-oxooctahydro-2H-isoindol-2-yl)acrylamide